16,17-Dimethoxydinaphtho(1,2,3-cd:3',2',1'-lm)perylene-5,10-dione COC=1C=C2C=3C(=CC=C4C5=CC=C6C7=C(C=C(C(C1C43)=C75)OC)C=7C=CC=CC7C6=O)C(C6=CC=CC=C62)=O